FC(C(=O)O)(F)F.FC(C(=O)O)(F)F.C(N)(=N)C1=CC=C(S1)CNC([C@H](C)NC(=O)[C@@H]1NCC[C@@H](C1)C1=CC=CC=C1)=O (2R,4S)-N-((S)-1-(((5-carbamimidoylthiophen-2-yl)methyl)amino)-1-oxopropan-2-yl)-4-phenylpiperidine-2-carboxamide di-trifluoroacetate salt